5-methyl-2-(2-methoxyphenyl)-1H-pyrrole-3-carboxylic acid CC1=CC(=C(N1)C1=C(C=CC=C1)OC)C(=O)O